3-(methyl(4-vinylpyrimidin-2-yl)amino)cyclobutan-1-ol CN(C1CC(C1)O)C1=NC=CC(=N1)C=C